COC1=C(C=CC(=C1)OC)C(\C=C\C1=C(C=CC=C1)C)=O (E)-1-(2,4-dimethoxyphenyl)-3-(2-methylphenyl)prop-2-en-1-one